4-(dimethylamino)phenethyl alcohol CN(C1=CC=C(CCO)C=C1)C